CN1C2=C(C=3C=CC(=CC13)B1OC(C(O1)(C)C)(C)C)CN(CC2)C(=O)OC(C)(C)C tert-butyl 5-methyl-7-(4,4,5,5-tetramethyl-1,3,2-dioxaborolan-2-yl)-3,4-dihydro-1H-pyrido[4,3-b]indole-2-carboxylate